4-[(2R)-3-(3,4-dihydro-1H-isoquinolin-2-yl)-2-hydroxy-propyl]-8-[[1-(2-methoxyethyl)-4-piperidyl]oxy]-2,3-dihydro-1,4-benzoxazepine-5-one C1N(CCC2=CC=CC=C12)C[C@H](CN1CCOC2=C(C1=O)C=CC(=C2)OC2CCN(CC2)CCOC)O